2-((1r,4r)-4-(2-(4-(3-(2,4-dioxotetrahydropyrimidin-1(2H)-yl)benzo[d]isoxazol-6-yl)piperazin-1-yl)ethyl)cyclohexyl)-N-(imidazo[1,2-b]pyridazin-3-yl)-6-methoxy-2H-indazole-5-carboxamide O=C1N(CCC(N1)=O)C1=NOC2=C1C=CC(=C2)N2CCN(CC2)CCC2CCC(CC2)N2N=C1C=C(C(=CC1=C2)C(=O)NC2=CN=C1N2N=CC=C1)OC